(S)-4-((1-(8-chloro-1-oxo-2-phenyl-1,2-dihydroisoquinolin-3-yl)propyl)amino)quinazoline-6-carbonitrile ClC=1C=CC=C2C=C(N(C(C12)=O)C1=CC=CC=C1)[C@H](CC)NC1=NC=NC2=CC=C(C=C12)C#N